methanesulfonic acid 2-amino-1-(3-(dimethylphosphoryl) phenyl)-2-oxoethyl ester NC(C(C1=CC(=CC=C1)P(=O)(C)C)OS(=O)(=O)C)=O